C1(=CC=CC=C1)C1(CC1)NC(=O)C=1C=2C[C@@H]3[C@H](C2N(N1)C1=NC=C(C=C1)Cl)C3 (1aR,5aR)-2-(5-Chloro-pyridin-2-yl)-1a,2,5,5a-tetrahydro-1H-2,3-diaza-cyclopropa[a]pentalene-4-carboxylic acid (1-phenyl-cyclopropyl)-amide